CNCCC1=CC=CC=C1 N-methyl-2-phenylethanamine